chloro(2-dicyclohexylphosphino-2',4',6'-trii-propyl-1,1'-biphenyl) ClC=1C(=C(C=CC1)C1=C(C=C(C=C1C(C)C)C(C)C)C(C)C)P(C1CCCCC1)C1CCCCC1